5-(3-chlorophenyl)-4-(4-methoxypiperidin-1-yl)-7H-pyrrolo[2,3-d]pyrimidine ClC=1C=C(C=CC1)C1=CNC=2N=CN=C(C21)N2CCC(CC2)OC